BrC=1C(=NC=2N(C1O)N=CC2)[C@H](CC2=CC(=CC(=C2)F)F)NC(OC(C)(C)C)=O tert-butyl (S)-(1-(6-bromo-7-hydroxypyrazolo[1,5-a]pyrimidin-5-yl)-2-(3,5-difluorophenyl)ethyl)carbamate